1-cyclohexyl-1,2,3-benzotriazole-5-carbonyl chloride C1(CCCCC1)N1N=NC2=C1C=CC(=C2)C(=O)Cl